SC(C(=O)O)(C)C.SC(C(=O)O)(C)C.SC(C(=O)O)(C)C.C(CCCCCCC)(O)O octanediol tris(2-mercaptoisobutyrate)